CC1=C(C=NC=2OCCNC21)NC2=C(C(NC=C2)=O)C(=O)NC2=CC=C(C=C2)N2CCN(CC2)C2=CC(=NC=C2)C 4-((8-methyl-2,3-dihydro-1H-pyrido[2,3-b][1,4]oxazin-7-yl)amino)-N-(4-(4-(2-methylpyridin-4-yl)piperazin-1-yl)phenyl)-2-oxo-1,2-dihydropyridine-3-carboxamide